Ethyl 2-amino-8-(trifluoromethyl)quinoline-4-carboxylate NC1=NC2=C(C=CC=C2C(=C1)C(=O)OCC)C(F)(F)F